FC(C=1C=C(CN2C(C3=CC=CC=C3CC2)=O)C=CC1)(F)F 2-(3-(trifluoromethyl)benzyl)-1-oxo-1,2,3,4-tetrahydroisoquinoline